C(C)(C)(C)OC(=O)N1C2C(OCC1)CCCC2 octahydro-4H-benzo[b][1,4]oxazine-4-carboxylic acid tert-butyl ester